C(CCCCCCCCCCC)C1=CC=C(C=C1)S(=O)(=O)[O-].FC=1C=[NH+]C=CC1 3-fluoropyridinium 4-dodecylbenzenesulfonate